1-{4-[4-({6-fluoropyrido[3,4-d]pyrimidin-4-yl}amino)-2-methylphenoxy]piperidin-1-yl}-3,3-dimethylbutan-1-one FC1=CC2=C(N=CN=C2NC2=CC(=C(OC3CCN(CC3)C(CC(C)(C)C)=O)C=C2)C)C=N1